[N+](=O)([O-])C=1C=C2C=CN(C2=CC1)C(=O)OC(C)(C)C tert-Butyl 5-nitro-1H-indol-1-carboxylate